ClC=1C=NC=CC1N1CCN(CC1)CC=1C=C2CN(C(C2=CC1)=O)N1C(NC(CC1)=O)=O 1-(5-((4-(3-chloropyridin-4-yl)piperazin-1-yl)methyl)-1-oxoisoindolin-2-yl)dihydropyrimidine-2,4(1H,3H)-dione